(2R)-2-(4-(4-(aminomethyl)-1-Oxo-1,2-dihydroisoquinolin-6-yl)-1-methyl-1H-pyrazol-5-yl)-4-chloro-3-fluoro-6-(3-methyl-Azetidin-1-yl)benzonitrile NCC1=CNC(C2=CC=C(C=C12)C=1C=NN(C1C1=C(C#N)C(=CC(=C1F)Cl)N1CC(C1)C)C)=O